methyl 2-bromo-5-((cyclopentylamino)methyl)thiazole-4-carboxylate BrC=1SC(=C(N1)C(=O)OC)CNC1CCCC1